(S)-2-(3-ethoxy-4-methoxyphenyl)-1-(methylsulphonyl)-eth-2-yl-amine C(C)OC=1C=C(C=CC1OC)[C@@H](CS(=O)(=O)C)N